methyl (E)-2-(2-[3,5-dichlorophenoxy]pyridin-3-yl)-3-methoxyacrylate ClC=1C=C(OC2=NC=CC=C2/C(/C(=O)OC)=C\OC)C=C(C1)Cl